ClC1=C(OC=2C=NC(NC2)=O)C(=CC(=C1)[N+](=O)[O-])Cl 5-(2,6-Dichloro-4-nitro-phenoxy)-pyrimidin-2(1H)-one